2-(3-((5-fluoro-2-methoxy-4-(methylsulfonyl)phenyl)amino)prop-1-yn-1-yl)-3-(thiazol-4-yl)benzo[b]thiophen FC=1C(=CC(=C(C1)NCC#CC1=C(C2=C(S1)C=CC=C2)C=2N=CSC2)OC)S(=O)(=O)C